O[C@@H](COC=1C=CC2=C(C(C=3NC4=CC(=CC=C4C3C2=O)C=2NC=CN2)(C)C)C1)CO 8-((R)-2,3-Dihydroxy-propoxy)-3-(1H-imidazol-2-yl)-6,6-dimethyl-5,6-dihydro-benzo[b]carbazol-11-one